(Z)-4-amino-1-chloro-1,1-difluorobut-3-en-2-one N\C=C/C(C(F)(F)Cl)=O